((cis)-3-aminocyclobutyl)-4-chlorobenzonitrile N[C@H]1C[C@H](C1)C1=C(C#N)C=CC(=C1)Cl